N-(2-Aminoethyl)-3-aminopropyltri-ethoxysilan NCCNCCC[Si](OCC)(OCC)OCC